C1NCC12CNCCC2 2,6-Diazaspiro[3.5]nonan